ClC=1C(=C(C=CC1F)N(C(=O)[C@H]1N([C@@H]2CC[C@H]1C2)C2=NC(=CC(=C2)C(F)(F)F)C)C)F (1R,3S,4S)-N-(3-chloro-2,4-difluorophenyl)-N-methyl-2-(6-methyl-4-(trifluoromethyl)pyridin-2-yl)-2-azabicyclo[2.2.1]heptane-3-carboxamide